tetra-methylpentanediamine CC(C(C(N)(N)C)(C)C)CC